C1(=CC=C2C=CC3=CC=CC4=CC=C1C2=C34)C=3C=CC=4NC2=CC=CC=C2C4C3 3-(pyren-1-yl)-9H-carbazole